N-((5-(2-((6-(difluoromethyl)-2-methyl-2H-pyrazolo[3,4-d]pyrimidin-4-yl)thio)acetyl)thiophen-2-yl)methyl)-2-hydroxyacetamide FC(C=1N=C(C=2C(N1)=NN(C2)C)SCC(=O)C2=CC=C(S2)CNC(CO)=O)F